P(OC1=C(C=C(C=C1)C)OC)(OC1=C(C=C(C=C1)C)OC)OC1=C(C=C(C=C1)C)OC tris(2-methoxy-4-methylphenyl) phosphite